2-(4-(4-((5-cyclopropyl-1H-pyrazole-3-yl)amino)quinazolin-2-yl)piperazin-1-yl)ethan-1-ol C1(CC1)C1=CC(=NN1)NC1=NC(=NC2=CC=CC=C12)N1CCN(CC1)CCO